(R)-1-(4-(7-(6-amino-4-methyl-3-(trifluoromethyl)pyridin-2-yl)-5,6,7,8-tetrahydroquinazolin-4-yl)piperazin-1-yl)prop-2-en-1-one NC1=CC(=C(C(=N1)[C@@H]1CCC=2C(=NC=NC2C1)N1CCN(CC1)C(C=C)=O)C(F)(F)F)C